2-(difluoromethoxy)-N-((5-(2-nitrophenyl)-1H-pyrazol-3-yl)methyl)Benzamide FC(OC1=C(C(=O)NCC2=NNC(=C2)C2=C(C=CC=C2)[N+](=O)[O-])C=CC=C1)F